3-fluoro-6-methoxy-4-(1-(3-methyloxetan-3-yl)-1H-benzo[d]imidazol-2-yl)benzene-1,2-diol FC1=C(C(=C(C=C1C1=NC2=C(N1C1(COC1)C)C=CC=C2)OC)O)O